[Na+].C(NC1=CC=CC=C1)([O-])=O carbanilate sodium